mono-bornyl succinate C(CCC(=O)[O-])(=O)OC1C2(CCC(C1)C2(C)C)C